BrC1=C(C=CC=C1)C1=NNC(=C1O)C 3-(2-Bromophenyl)-5-methyl-pyrazol-4-ol